N-benzyl-6-(trifluoromethyl)picolinamide C(C1=CC=CC=C1)NC(C1=NC(=CC=C1)C(F)(F)F)=O